5-phenyl-3-methylpentenoate C1(=CC=CC=C1)CCC(=CC(=O)[O-])C